Z-1,3,3,3-tetrachloropropene Cl\C=C/C(Cl)(Cl)Cl